FC1=C(CC2=NC(=NO2)C2=CC=C(C=C2)NC(OC(C)(C)C)=O)C=CC(=C1)C1=NN=NN1 tert-butyl (4-(5-(2-fluoro-4-(1H-tetrazol-5-yl)benzyl)-1,2,4-oxadiazol-3-yl)phenyl)carbamate